(3S,4S)-1-(1H-benzo[d]imidazol-5-yl)-3-cyclopropyl-4-(4-methyl-6-(4-(trifluoromethyl)-1H-imidazol-1-yl)pyridin-3-yl)azetidin-2-one N1C=NC2=C1C=CC(=C2)N2C([C@H]([C@H]2C=2C=NC(=CC2C)N2C=NC(=C2)C(F)(F)F)C2CC2)=O